4,5-bis(2-methoxyethoxy)-2-aminobenzoic acid ethyl ester hydrochloride Cl.C(C)OC(C1=C(C=C(C(=C1)OCCOC)OCCOC)N)=O